CC1CCN(CC1)C1=CC=C(S1)C1=C2C(=C(C3=NSN=C31)C=3SC(=CC3)N3CCC(CC3)C)N=C(N2)CCC 4,8-bis(5-(4-methylpiperidin-1-yl)thiophen-2-yl)-6-propyl-5H-imidazo[5,4-f]-2,1,3-benzothiadiazole